(R) and (S)-tert-butyl(amino(2-(2-hydroxypropan-2-yl)thiazol-5-yl)(oxo)-λ6-sulfaneylidene)carbamate C(C)(C)(C)OC(N=[S@@](=O)(C1=CN=C(S1)C(C)(C)O)N)=O |r|